CC(C(=O)OC)CCC=O methyl 2-methyl-5-oxopentanoate